FC(CN1C=CC=2C(=NC(=CC21)NC=2SC(=CN2)C)C=2C(CN(CC2)C(C=C)=O)C)F 1-(4-(1-(2,2-difluoroethyl)-6-((5-methylthiazol-2-yl)amino)-1H-pyrrolo[3,2-c]pyridin-4-yl)-3-methyl-3,6-dihydropyridin-1(2H)-yl)prop-2-en-1-one